CN1N=CC2=CC=C(C=C12)C=1C2=C(NN1)C1=C(C2)SC(=C1)C=1C=C(SC1)CN1CCOCC1 4-((4-(3-(1-Methyl-1H-indazol-6-yl)-1,4-dihydrothieno[2',3':4,5]cyclopenta[1,2-c]pyrazol-6-yl)thiophen-2-yl)methyl)morpholine